4-{4-amino-7-methyl-6-[3-(prop-2-enamido)phenyl]-7H-pyrrolo[2,3-d]pyrimidin-5-yl}-N-[(3-fluorooxetan-3-yl)methyl]benzamide NC=1C2=C(N=CN1)N(C(=C2C2=CC=C(C(=O)NCC1(COC1)F)C=C2)C2=CC(=CC=C2)NC(C=C)=O)C